FC=1C=C(C=NC1OC)C(CC1=NC(=NC(=N1)N[C@@H](CO)CC(C)C)NS(=O)(=O)C)C N-(4-(2-(5-fluoro-6-methoxypyridin-3-yl)propyl)-6-(((R)-1-hydroxy-4-methylpent-2-yl)amino)-1,3,5-triazin-2-yl)methanesulfonamide